BrC1=C(C=CC(=C1)OCCCCl)OC 2-bromo-4-(3-chloropropoxy)-1-methoxybenzene